1-((2R,4R,5R)-5-(((tert-butyldimethylsilyl)oxy)methyl)-3,3-difluoro-4-((4-methoxyphenyl)diphenylmethoxy)-5-methyltetrahydrofuran-2-yl)pyrimidine-2,4(1H,3H)-dione [Si](C)(C)(C(C)(C)C)OC[C@@]1([C@H](C([C@@H](O1)N1C(NC(C=C1)=O)=O)(F)F)OC(C1=CC=CC=C1)(C1=CC=CC=C1)C1=CC=C(C=C1)OC)C